Cl.FC1=C(C=C(C=C1C[C@@H]1NCC2(CC2)[C@@H]1NS(=O)(=O)CF)F)C1=CC=CC=C1 N-((6S,7S)-6-((2,5-difluoro-[1,1'-biphenyl]-3-yl)methyl)-5-azaspiro[2.4]heptan-7-yl)-1-fluoromethanesulfonamide hydrochloride